CN(CCOC1=C(C(=O)NC2=C3C=CN=CC3=C(C=C2)OC)C=CC=C1)C 2-(dimethylamino)ethoxyl-N-(8-methoxyisoquinolin-5-yl)benzamide